4-(tert-butoxycarbonyl)-1,4-oxazepan-2-methanol C(C)(C)(C)OC(=O)N1CC(OCCC1)CO